4-(1-bromo-8-((2,4-dimethoxybenzyl)amino)imidazo[1,5-a]pyrazin-3-yl)cubane-1-carboxylic acid BrC=1N=C(N2C1C(=NC=C2)NCC2=C(C=C(C=C2)OC)OC)C21C3C4C5(C(C24)C1C53)C(=O)O